FC1=CC=CC=2C(=N[C@@H](C(NC21)=O)NC(=O)C=2C(=NN1C2OCC(C1)CN1CCCC1)C1=C(C=CC=C1)F)C1=CC=CC=C1 N-[(3S)-9-fluoro-2-oxo-5-phenyl-1,3-dihydro-1,4-benzodiazepin-3-yl]-2-(2-fluorophenyl)-6-(pyrrolidin-1-ylmethyl)-6,7-dihydro-5H-pyrazolo[5,1-b][1,3]oxazine-3-carboxamide